5-(phenylmethylsulfanyl)-1-(4-(trifluoromethyl)phenyl)-1H-pyrrolo[2,3-b]pyridine C1(=CC=CC=C1)CSC=1C=C2C(=NC1)N(C=C2)C2=CC=C(C=C2)C(F)(F)F